[B].C=C ethylene boron